CSC=1C=CC(=NC1)C(=O)OC methyl 5-(methylthio)picolinate